ClC=1C=C(C=C(C1)Cl)NC1=NC2=CC(=CC=C2C(N1)=O)C(F)(F)F 2-((3,5-dichlorophenyl)amino)-7-(trifluoromethyl)quinazoline-4(3H)-One